NC(C#N)C1=NN=CC2=CC=CC(=C12)Cl 2-amino-2-(8-chlorophthalazin-1-yl)acetonitrile